1-(2-(2-propanyl)phenyl)pyrido[3,2-d]pyrimidin-2(1H)-one CC(C)C1=C(C=CC=C1)N1C(N=CC2=C1C=CC=N2)=O